Cl.FC1=C(C=CC=C1F)C(C)N 1-(2,3-difluorophenyl)ethan-1-amine hydrochloride